furo[3,4-c][1,2,5]oxadiazol-4-one N1ON=C2C1=COC2=O